4-(4-chlorophenyl)-N-(6-(3,6-dihydro-2H-thiopyran-4-yl)-2-ethylimidazo[1,2-a]pyridin-3-yl)-N-methylthiazol-2-amine ClC1=CC=C(C=C1)C=1N=C(SC1)N(C)C1=C(N=C2N1C=C(C=C2)C=2CCSCC2)CC